BrC1=C(C=C2C(=CNC2=C1)\C(\C)=N/O)CCC1=CC=C(C=C1)C(F)(F)F (Z)-1-(6-bromo-5-(4-(trifluoromethyl)phenethyl)-1H-indol-3-yl)ethan-1-one oxime